COC=1C=C(C=C2CNC(C12)=O)C1=CN=C2N1C=CC(=C2)C(C#N)(C)C 2-[3-(7-Methoxy-1-oxo-isoindolin-5-yl)imidazo[1,2-a]pyridin-7-yl]-2-methyl-propionitrile